(2S)-2-amino-3-(6-fluoro-2,3-dimethylphenyl)butyric acid N[C@H](C(=O)O)C(C)C1=C(C(=CC=C1F)C)C